ClC1=C(C(=O)N2COC3=C(C2)C=CC=C3C3=CC(=C(C(=O)OC)C=C3F)N3C2COCC3CC2)C=CC(=C1)N1[C@@H](CN([C@H](C1)C)C)C |&1:42| Methyl 4-[3-[2-chloro-4-[(2R,SR)-2,4,5-trimethylpiperazin-1-yl]benzoyl]-2,4-dihydro-1,3-benzoxazin-8-yl]-5-fluoro-2-(3-oxa-8-azabicyclo[3.2.1]octan-8-yl)benzoate